BrC=1C=NN2C1C=C(C=C2)NC(CS(=O)(=O)C)=O N-(3-bromopyrazolo[1,5-a]pyridin-5-yl)-2-(methylsulfonyl)acetamide